C(C)C1(C(OCC=2C(N3CC=4C(=NC=5C=CC=CC5C4CCN(S(=O)(=O)C)C(C)C)C3=CC21)=O)=O)O N-(2-(4-ethyl-4-hydroxy-3,14-dioxo-3,4,12,14-tetrahydro-1H-pyrano[3',4':6,7]indolizino[1,2-b]quinolin-11-yl)ethyl)-N-isopropylmethanesulfonamide